2,3-dihydroxy-5-oxoadipic acid OC(C(=O)O)C(CC(C(=O)O)=O)O